ClC=1C(=NC(=NC1)NC1=C(C=C(C=C1)N1CCNCC1)OC)NC1C(C=CC=C1)P(C)(C)=O (2-((5-chloro-2-((2-methoxy-4-(piperazin-1-yl)phenyl)amino)pyrimidin-4-yl)amino)1H-phenyl)dimethylphosphine oxide